3-{[4-(2-amino-8-methoxy-4-quinazolinyl)-1H-1,2,3-triazol-1-yl]methyl}-1-(2-hydroxy-1,2-dimethylpropyl)-1H-pyridin-2-one NC1=NC2=C(C=CC=C2C(=N1)C=1N=NN(C1)CC=1C(N(C=CC1)C(C(C)(C)O)C)=O)OC